CC1=CC=C(C=C1)S(=O)(=O)OCCCC1=C(C=CC=C1)CCCOS(=O)(=O)C1=CC=C(C=C1)C phenylenedi(propane-3,1-diyl) bis(4-methylbenzenesulfonate)